(S)-5-(2-(2-(2-(2-(tert-butylcarbonyl)-1-cyclopropylhydrazino)ethyl)-5-fluoropyridin-3-yl)pyrrolidin-1-yl)pyrazolo[1,5-a]pyrimidine-3-carboxylic acid C(C)(C)(C)C(=O)NN(C1CC1)CCC1=NC=C(C=C1[C@H]1N(CCC1)C1=NC=2N(C=C1)N=CC2C(=O)O)F